BrC1=C(C=CC=C1)C(C(=O)C1=CC=CC=C1)CC(=O)C1=CC=CC=C1 2-(2-bromophenyl)-1,4-diphenylbutane-1,4-dione